C(C)(=O)OCCC\C=C/C=C (4Z)-4,6-heptadien-1-yl acetate